C(CCC=C)NC1CCCCC1 N-4-pentenylcyclohexanamine